OC1=CC=C(C=N1)CNC(CN1N=C(C=CC1=O)C1=CC=C(C=C1)OCC(F)(F)F)=O N-((6-hydroxypyridin-3-yl)methyl)-2-(6-oxo-3-(4-(2,2,2-trifluoroethoxy)phenyl)pyridazin-1(6H)-yl)acetamide